ClC1=NC=C2N(C(N(C2=N1)CC1=CC=C(C=C1)C=1N(C(=CN1)C(F)(F)F)C)=N)C 2-chloro-7-methyl-9-(4-(1-methyl-5-(trifluoromethyl)-1H-imidazol-2-yl)benzyl)-7H-purin-8(9H)-imine